ClC=1C(=C(CNC(=O)C=2C(C(=C3N(N4[C@@H](C=C[C@@H](N(C3=O)C4)C)C)C2)O)=O)C(=CC1F)F)F (1S,2R,5S)-N-(3-chloro-2,4,6-trifluorobenzyl)-8-hydroxy-2,5-dimethyl-7,9-dioxo-2,5,7,9-tetrahydro-1,6-methanopyrido[1,2-b][1,2,5]triazonine-10-carboxamide